BrC=1C(=C(C(=C(C(=O)O)C1)Br)Br)Br tetrabromobenzoic acid